(S)-5-chloro-3-isopropyl-N-(1-(5-methylthiazol-2-yl)ethyl)pyrazolo[1,5-a]pyrimidin-7-amine ClC1=NC=2N(C(=C1)N[C@@H](C)C=1SC(=CN1)C)N=CC2C(C)C